2-deoxy-2-azidogalactose N(=[N+]=[N-])[C@@H](C=O)[C@@H](O)[C@@H](O)[C@H](O)CO